6-(3-cyclopropoxy-2-methylphenyl)-5,6,7,8-tetrahydrophthalazin-1(2H)-one C1(CC1)OC=1C(=C(C=CC1)C1CC=2C=NNC(C2CC1)=O)C